4-((1R,5S)-3,8-diazabicyclo[3.2.1]octan-3-yl)-7-(6-chloro-5-methyl-1H-indazol-4-yl)-6,8-difluoro-2-(((2R,7aS)-2-fluorotetrahydro-1H-pyrrolizin-7a(5H)-yl)methoxy)quinazoline [C@H]12CN(C[C@H](CC1)N2)C2=NC(=NC1=C(C(=C(C=C21)F)C2=C1C=NNC1=CC(=C2C)Cl)F)OC[C@]21CCCN1C[C@@H](C2)F